O[C@@H]1CC[C@@]2([C@H]3CC[C@@]4([C@H](CC[C@H]4[C@@H]3CC[C@@H]2C1)[C@@H](CCC(=O)N[C@H](C(=O)N[C@H](C(=O)O)C)C(C)C)C)C)C (S)-2-((S)-2-((R)-4-((3R,5R,8R,9S,10S,13R,14S,17R)-3-hydroxy-10,13-dimethyl-hexadecahydro-1H-cyclopenta[a]phenanthren-17-yl)pentanamido)-3-methylbutanamido)propanoic acid